ethyl (Z)-3-[(3,4-dimethyl-5-oxo-2H-furan-2-yl)oxy]-2-(2'-oxospiro[cyclopropane-1,3'-indoline]-1'-yl)prop-2-enoate CC=1C(OC(C1C)=O)O\C=C(\C(=O)OCC)/N1C(C2(C3=CC=CC=C13)CC2)=O